(E)- and (Z)-N-{3-Chloro-5-[cyclopropyl(hydroxyimino)methyl]-4-fluorophenyl}acetamide ClC=1C=C(C=C(C1F)C(=NO)C1CC1)NC(C)=O